2-[4-(3-([2-(furan-3-yl)-6-methylthieno[2,3-d]pyrimidin-4-yl]amino)propyl)phenyl]pyrimidine-5-carbonitrile O1C=C(C=C1)C=1N=C(C2=C(N1)SC(=C2)C)NCCCC2=CC=C(C=C2)C2=NC=C(C=N2)C#N